2-amino-4-(methylthio)butaneamide NC(C(=O)N)CCSC